N-cyclopentyl-4-[[(1S)-2-hydroxy-1-phenyl-ethyl]amino]-2-[(2-methyl-1-oxo-3,4-dihydroisoquinolin-6-yl)amino]pyrimidine-5-carboxamide C1(CCCC1)NC(=O)C=1C(=NC(=NC1)NC=1C=C2CCN(C(C2=CC1)=O)C)N[C@H](CO)C1=CC=CC=C1